Cl.C[C@@H](C=C)N (S)-but-3-en-2-amine HCl salt